4-methylpiperazine-1-carboxylic acid [(2s,3s,4E,6r,7r,10r)-2-[(E)-1-(3-fluoro-5-morpholin-4-ylphenyl) prop-1-en-2-yl]-7,10-dihydroxy-3,7-dimethyl-12-oxo-1-oxododeca-4-en-6-yl] ester FC=1C=C(C=C(C1)N1CCOCC1)\C=C(/C)\[C@@H](C=O)[C@H](\C=C\[C@H]([C@](CC[C@H](CC=O)O)(C)O)OC(=O)N1CCN(CC1)C)C